C(C)O/C=C/C=1C=C2C(=CC(=NC2=CC1)N(CC(=O)O)C)C1=CC=CC=C1 (E)-N-(6-(2-ethoxyvinyl)-4-phenylquinolin-2-yl)-N-methylglycine